(2,4-dioxotetrahydropyrimidin-1(2H)-yl)-4-fluoro-5-(piperazin-1-yl)isoindoline-1,3-dione O=C1N(CCC(N1)=O)N1C(C2=CC=C(C(=C2C1=O)F)N1CCNCC1)=O